5-(2-(3-(Methylsulfonyl)-4-((1-(methylsulfonyl)-piperidin-4-yl)methoxy)benzyl)isoindolin-5-yl)isoxazole CS(=O)(=O)C=1C=C(CN2CC3=CC=C(C=C3C2)C2=CC=NO2)C=CC1OCC1CCN(CC1)S(=O)(=O)C